C(C1=CC=CC=C1)SC1=C(C=C(C=C1)NC([C@H](CC1=CC=CC=C1)NC(OC(C)(C)C)=O)=O)C#N (S)-tert-butyl 1-(4-(benzylthio)-3-cyanophenylamino)-1-oxo-3-phenylpropan-2-ylcarbamate